3-[(1R)-6-hydroxy-3-oxo-2,3-dihydro-1H-isoindol-1-yl]-1H-indole-2-carbaldehyde OC1=CC=C2C(N[C@H](C2=C1)C1=C(NC2=CC=CC=C12)C=O)=O